N-{1-[2-(1-{4-[(3R)-2,6-DIOXOPIPERIDIN-3-YL]PHENYL}PIPERIDIN-4-YL)ETHYL]PIPERIDIN-4-YL}-1-[6-(2-HYDROXYPHENYL)PYRIDAZIN-4-YL]-N-METHYL-4-PHENYLPIPERIDINE-4-CARBOXAMIDE O=C1NC(CC[C@@H]1C1=CC=C(C=C1)N1CCC(CC1)CCN1CCC(CC1)N(C(=O)C1(CCN(CC1)C1=CN=NC(=C1)C1=C(C=CC=C1)O)C1=CC=CC=C1)C)=O